cis-N-(4-methyl-3-pyridin-2-ylphenyl)bicyclo[2.1.0]pentane-2-carboxamide CC1=C(C=C(C=C1)NC(=O)C1C2CC2C1)C1=NC=CC=C1